[6-hydroxy-2-(4-hydroxy-phenyl)benzo(b)thien-3-yl]-[4-(2-(1-piperidinyl)-ethoxy)phenyl]methanone OC=1C=CC2=C(SC(=C2C(=O)C2=CC=C(C=C2)OCCN2CCCCC2)C2=CC=C(C=C2)O)C1